5,7-difluoro-6-(1-(6-(1-naphthyl)-1H-imidazo[4,5-b]pyrazin-1-yl)ethyl)quinoline FC1=C2C=CC=NC2=CC(=C1C(C)N1C=NC=2C1=NC(=CN2)C2=CC=CC1=CC=CC=C21)F